4-(4-(4-methylpiperazin-1-yl)piperidin-1-yl)-3-((tetrahydro-2H-pyran-4-yl)oxy)aniline CN1CCN(CC1)C1CCN(CC1)C1=C(C=C(N)C=C1)OC1CCOCC1